5-(7-(difluoromethyl)-6-(1-methyl-1H-pyrazol-4-yl)-3,4-dihydroquinolin-1(2H)-yl)-N-methyl-1-((2-(trimethylsilyl)ethoxy)methyl)-1H-indole-3-carboxamide FC(C1=C(C=C2CCCN(C2=C1)C=1C=C2C(=CN(C2=CC1)COCC[Si](C)(C)C)C(=O)NC)C=1C=NN(C1)C)F